3-methyl 2-(2,2,2-trichloroethyl) 7-chloro-6-((4-chloro-5-(trifluoromethyl)pyrimidin-2-yl)amino)-3,4-dihydroisoquinoline-2,3(1H)-dicarboxylate ClC1=C(C=C2CC(N(CC2=C1)C(=O)OCC(Cl)(Cl)Cl)C(=O)OC)NC1=NC=C(C(=N1)Cl)C(F)(F)F